(3-fluoro-4-(8,9,10,11-tetrahydro-3H-pyrazolo[4,3-a]phenanthridin-7-yl)phenyl)(4-(methylsulfonyl)piperazin-1-yl)methanone FC=1C=C(C=CC1C1=NC2=CC=C3C(=C2C=2CCCCC12)C=NN3)C(=O)N3CCN(CC3)S(=O)(=O)C